CC=1C(=C2C=NN(C2=CC1)C1OCCCC1)NC(=O)C1=CN=C(S1)NC1=CC(=CC=C1)C(=O)N1CCCC1 N-(5-methyl-1-(tetrahydro-2H-pyran-2-yl)-1H-indazol-4-yl)-2-((3-(pyrrolidine-1-carbonyl)phenyl)amino)thiazole-5-carboxamide